ClNC([O-])=S chlorothiocarbamate